C[C@]12[C@H]3CC[C@@]4([C@H](CC[C@H]4[C@@H]3CC[C@@H]2C[C@@](CC1)(O)C(F)(F)F)[C@H](C)[C@@H](C(F)(F)F)O)C (3R,5R,8R,9S,10S,13S,14S,17R)-10,13-dimethyl-17-((2S,3S)-4,4,4-trifluoro-3-hydroxybutan-2-yl)-3-(trifluoromethyl)hexadecahydro-1H-cyclopenta[a]phenanthren-3-ol